O1C(C1)C1=CC=C(C=C1)C1OC1 1,4-bis(oxiran-2-yl)benzene